C(C1=CC=CC=C1)OC=1C=C(C=NC1)N1C[C@@H](CCC1)NC1=NC=NC(=C1)N1CCOCC1 N-[(3R)-1-(5-benzyloxy-3-pyridyl)-3-piperidyl]-6-morpholino-pyrimidin-4-amine